(4-chlorophenyl)magnesium bromide phosphorus [P].ClC1=CC=C(C=C1)[Mg]Br